(S)-N-(4-(CYCLOPROPYLAMINO)-3,4-DIOXO-1-PHENYLBUTAN-2-YL)-3-METHYL-1-(1-METHYL-1H-BENZO[D]IMIDAZOL-2-YL)-1H-PYRAZOLE-5-CARBOXAMIDE C1(CC1)NC(C([C@H](CC1=CC=CC=C1)NC(=O)C1=CC(=NN1C1=NC2=C(N1C)C=CC=C2)C)=O)=O